[Na].C(CC)(O)(O)O propanetriol sodium